OC1=C(C=C(C(=N1)C(=O)NN)[N+](=O)[O-])C(F)(F)F 6-hydroxy-3-nitro-5-(trifluoromethyl)pyridine-2-carbohydrazide